4-(Benzofuran-2-yl)-9-(2,3,5-tri-O-benzoyl-β-D-ribofuranosyl)-9H-pyrido[4',3':4,5]pyrrolo[2,3-d]pyrimidine O1C(=CC2=C1C=CC=C2)C=2C1=C(N=CN2)N(C2=C1C=CN=C2)[C@H]2[C@H](OC(C1=CC=CC=C1)=O)[C@H](OC(C1=CC=CC=C1)=O)[C@H](O2)COC(C2=CC=CC=C2)=O